FC1(CN(CC1CO)C1=C(C=C(C=C1)S(=O)(=O)N(C)C)C=1NC2=CC=CC=C2C1)F 4-[3,3-difluoro-4-(hydroxymethyl)pyrrolidin-1-yl]-3-(1H-indol-2-yl)-N,N-dimethylbenzenesulfonamide